(R)-N-(1-(3-(difluoromethyl)-2-fluorophenyl)ethyl)-1-(1-(difluoromethyl)cyclopropyl)-6-oxo-4-(piperidin-4-ylamino)-1,6-dihydropyridine-3-carboxamide hydrochloride Cl.FC(C=1C(=C(C=CC1)[C@@H](C)NC(=O)C1=CN(C(C=C1NC1CCNCC1)=O)C1(CC1)C(F)F)F)F